N-(6-chloro-3-nitropyridin-2-yl)-2-(trifluoromethyl)-1H-benzoimidazol-5-amine ClC1=CC=C(C(=N1)NC1=CC2=C(NC(=N2)C(F)(F)F)C=C1)[N+](=O)[O-]